FC(C=1C=CC(=NC1)NC1CCN(CC1)S(=O)(=O)C1=CC=C(C=C1)C=1C=C2CC(NC2=CC1)=O)(F)F 5-(4-((4-((5-(trifluoromethyl)pyridin-2-yl)amino)piperidin-1-yl)sulfonyl)phenyl)indolin-2-one